CC1=CC(=NC=C1)NC1=CC=CC(=N1)S(=O)(=O)NC(=O)C=1C(=NC=CC1)N1C(CC(C1)C)(C)C N-[[6-[(4-methyl-2-pyridyl)amino]-2-pyridyl]sulfonyl]-2-(2,2,4-trimethylpyrrolidin-1-yl)pyridine-3-carboxamide